4-(4-iodo-1H-pyrazol-1-yl)cyclohexanone IC=1C=NN(C1)C1CCC(CC1)=O